1-(4-acetamidophenyl)-[1]benzopyrano[3,4-d]imidazol-4(1H)-one C(C)(=O)NC1=CC=C(C=C1)N1C=NC2=C1C1=C(OC2=O)C=CC=C1